[2-(3-tert-butylpyrazol-1-yl)-4-(5-methyl-4H-1,2,4-triazol-3-yl)phenyl]-(4,4-difluoropiperidin-1-yl)methanone C(C)(C)(C)C1=NN(C=C1)C1=C(C=CC(=C1)C1=NN=C(N1)C)C(=O)N1CCC(CC1)(F)F